N[C@@H]1COCC12CCN(CC2)C2=CC=C1C(N(C(NC1=C2)=O)C2=C(C(=CC=C2)Cl)Cl)=O (S)-7-(4-amino-2-oxa-8-azaspiro[4.5]decane-8-yl)-3-(2,3-dichlorophenyl)quinazoline-2,4(1H,3H)-dione